C1(=CC=CC2=CC=CC=C12)C1=C2C=CC=CC2=C(C2=CC=CC=C12)C1=CC=C(C=C1)C1=CC=C(C=C1)C=1C2=CC=CC=C2C(=C2C=CC=CC12)C1=CC=CC2=CC=CC=C12 bis[10-(naphthalen-1-yl)anthracene-9-yl]biphenyl